C(C)N(C1CNC1)CC N,N-diethyl-azetidin-3-amine